CC1=NC(=C(N=C1C)C)CCC 2,3,5-trimethyl-6-propylpyrazine